[3-[2-(2-chloro-4-fluorophenyl)ethynyl]azetidin-1-yl]-[4-(5-chloro-[1,3]oxazolo[4,5-b]pyridin-2-yl)piperazin-1-yl]methanone tert-butyl-[(1r,4r)-4-(1-aminoethyl)cyclohexyl]carbamate C(C)(C)(C)N(C(O)=O)C1CCC(CC1)[C@@H](C)N.ClC1=C(C=CC(=C1)F)C#CC1CN(C1)C(=O)N1CCN(CC1)C=1OC=2C(=NC(=CC2)Cl)N1